(S)-ethyl 2-bromobutyrate Br[C@H](C(=O)OCC)CC